2-Tetradecyl-benzimidazole C(CCCCCCCCCCCCC)C=1NC2=C(N1)C=CC=C2